BrC1=CC(=C(C=C1OC)C=1SC(=CN1)C(F)(F)F)I 2-(4-BROMO-2-IODO-5-METHOXY-PHENYL)-5-(TRIFLUOROMETHYL)THIAZOLE